bis-(2-ethylhexyl) adipate C(CCCCC(=O)OCC(CCCC)CC)(=O)OCC(CCCC)CC